(R)-4-((4-([1,3'-bipyrrolidine]-1'-carbonyl)phenyl)amino)-1-(2,6-dichlorophenyl)-1H-pyrazole-3-carboxamide N1(CCCC1)[C@H]1CN(CC1)C(=O)C1=CC=C(C=C1)NC=1C(=NN(C1)C1=C(C=CC=C1Cl)Cl)C(=O)N